FC=1C=C2C=NN(C2=CC1C=1C=2C(=NN(C2C=CC1)CC(=O)NCC(=O)NCC(=O)O)C=1C=NC=CC1)C (2-(5'-fluoro-1'-methyl-3-(pyridin-3-yl)-1H,1'H-[4,6'-biindazol]-1-yl)acetyl)glycylglycine